2-Ethylbutyl ((S)-(((2R,3S,5R)-5-(6-amino-2-fluoro-9H-purin-9-yl)-2-ethynyl-3-(((octyloxy)carbonyl)oxy) tetrahydrofuran-2-yl)methoxy)(phenoxy)phosphoryl)-L-phenylalaninate NC1=C2N=CN(C2=NC(=N1)F)[C@H]1C[C@@H]([C@@](O1)(C#C)CO[P@](=O)(OC1=CC=CC=C1)N[C@@H](CC1=CC=CC=C1)C(=O)OCC(CC)CC)OC(=O)OCCCCCCCC